(S)-N-(2-(3-methylpyrrolidin-1-yl)ethyl)-3-nitro-5-(trifluoromethyl)benzamide C[C@@H]1CN(CC1)CCNC(C1=CC(=CC(=C1)C(F)(F)F)[N+](=O)[O-])=O